FC1=C(N(C)CCCC(=O)O)C(=CC(=C1)C1=NC(=CC=C1)N1CCCC1)F 4-[2,6-difluoro-N-methyl-4-(6-pyrrolidin-1-yl-2-pyridinyl)anilino]butanoic acid